(2E)-N-(3,3-difluorocyclobutyl)-2-[(dimethylamino)methylidene]-3-oxobutanamide FC1(CC(C1)NC(/C(/C(C)=O)=C/N(C)C)=O)F